2-amino-2-[6-[4-cyano-2-(6-phenylpyridazin-4-yl)oxyphenyl]pyridin-3-yl]acetic acid NC(C(=O)O)C=1C=NC(=CC1)C1=C(C=C(C=C1)C#N)OC1=CN=NC(=C1)C1=CC=CC=C1